CC1(OC(OC1)=O)C 4,4-Dimethyl-1,3-dioxolan-2-on